(2,3-dihydro-4H-benzo[b][1,4]oxazin-4-yl)(6-(pyrrolidin-1-yl)pyrazin-2-yl)methanone O1C2=C(N(CC1)C(=O)C1=NC(=CN=C1)N1CCCC1)C=CC=C2